C(C)OC1CCC(CC1)NC1=NC=C(C(=N1)N[C@H]1C[C@H]([C@@H](CC1)C)O)C#N 2-((1r,4R)-4-ethoxycyclohexylamino)-4-((1R,3R,4R)-3-hydroxy-4-methylcyclohexylamino)pyrimidine-5-carbonitrile